FC1=C(C=CC(=C1)F)C1=CC=C2CC(=NC(C2=C1)=O)[C@H]1CN(CC1)C(CC)=O (R)-7-(2,4-difluorophenyl)-3-(1-propionylpyrrolidin-3-yl)isoquinolin-1(4H)-one